FC1=C(C=C(C=C1)F)[C@]([C@H](C#N)C)(CN1N=CN=C1)O (2S,3R)-3-(2,5-difluorophenyl)-3-hydroxy-2-methyl-4-(1H-1,2,4-triazol-1-yl)butanenitrile